tertbutyl 7'-(2,6-dioxopiperidin-3-yl)-6'-oxo-7',8'-dihydro-2'H,6'H-spiro[azepane-4,3'-furo[2,3-e]isoindole]-1-carboxylate O=C1NC(CCC1N1C(C2=CC=C3C(=C2C1)OCC31CCN(CCC1)C(=O)OC(C)(C)C)=O)=O